Neodymium Bis(2-ethylhexyl)phosphate C(C)C(COP(=O)(OCC(CCCC)CC)[O-])CCCC.[Nd+]